7-[[5-(4-hydroxy-1-piperidyl)-2-pyridyl]amino]-4-[7-(2-methoxyethyl-amino)imidazo[1,2-a]pyridin-3-yl]isoindolin-1-one Formic acid salt C(=O)O.OC1CCN(CC1)C=1C=CC(=NC1)NC=1C=CC(=C2CNC(C12)=O)C1=CN=C2N1C=CC(=C2)NCCOC